2-(3-Ethylsulfonyl-5-(hydroxyimino)pyridin-2-yl)-3-methyl-6-trifluoromethyl-3H-imidazo[4,5-b]pyridine C(C)S(=O)(=O)C1=C(N=CC(C1)=NO)C1=NC=2C(=NC=C(C2)C(F)(F)F)N1C